BrC1=C(C(=CC=C1)OC(F)F)[C@H]1C[C@H](C2=NC=3C(=NC(=CC3)Cl)N21)N (6R,8R)-8-(2-bromo-6-(difluoromethoxy)phenyl)-2-chloro-7,8-dihydro-6H-pyrrolo[2',1':2,3]imidazo[4,5-b]pyridin-6-amine